4-ethyl-3-methoxybenzyl-3-(2-isopropylphenyl)piperazine C(C)C1=C(C=C(CN2CC(NCC2)C2=C(C=CC=C2)C(C)C)C=C1)OC